COC=1C=C(COC2=CC=C3CCC(OC3=C2)C(=O)O)C=CC1 7-((3-methoxybenzyl)oxy)chromane-2-carboxylic acid